2,4-dichloroquinazoline-7-carbonitrile ClC1=NC2=CC(=CC=C2C(=N1)Cl)C#N